[(3,5-dichlorophenyl)methyl]pyrimidin-2-amine ClC=1C=C(C=C(C1)Cl)CC1=NC(=NC=C1)N